(E)-3-(7-benzoyl-5-hydroxy-5-(p-tolyl)-2,3-dihydro-1H-pyrrolo[1,2-a]imidazol-6(5H)-ylidene)chroman-2,4-dione C(C1=CC=CC=C1)(=O)C=1/C(/C(N2C1NCC2)(C2=CC=C(C=C2)C)O)=C/2\C(OC1=CC=CC=C1C2=O)=O